ClC1=C(C=CC(=C1)F)[C@H]1C(=C(NC(=N1)C=1SC=CN1)CN1C[C@@H]2N(CC1)C(N(C2)C2=CC=C(C=C2)CCC(=O)O)=O)C(=O)OCC 3-(4-((S)-7-(((R)-6-(2-chloro-4-fluorophenyl)-5-(ethoxycarbonyl)-2-(thiazol-2-yl)-3,6-dihydropyrimidin-4-yl)methyl)-3-oxohexahydroimidazo[1,5-a]pyrazin-2(3H)-yl)phenyl)propionic Acid